(1R,4R)-4-(3-Chloroanilino)-7'-{(2R)-3-[(4-methoxyphenyl)methoxy]-2-methylpropyl}-2',3'-dihydrospiro[cyclohexane-1,6'-indeno[5,6-b][1,4]dioxine]-4-carboxylic acid methyl ester COC(=O)C1(CCC2(C(=CC3=CC=4OCCOC4C=C23)C[C@H](COCC2=CC=C(C=C2)OC)C)CC1)NC1=CC(=CC=C1)Cl